2,5-dimethoxy-4-cyclopropylmethylthio-phenethylamine COC1=C(CCN)C=C(C(=C1)SCC1CC1)OC